[Cl-].C(C1=CC=CC=C1)(C1=CC=CC=C1)C1=C(C(=CC(=C1)C)C(C1=CC=CC=C1)C1=CC=CC=C1)[N+]1=CN2C(C=CC=C2C2=C(C=C(C=C2C(C)C)C(C)C)C(C)C)=C1 2-(2,6-dibenzhydryl-4-methylphenyl)-5-(2,4,6-triisopropylphenyl)imidazo[1,5-a]pyridin-2-ium chloride